O1C(CCCC1)N1C2=CC=C3OCCCNC(OCC(N4N=CC(C(=N1)C2=C3)=C4)C4CCOCC4)=O 19-(oxan-2-yl)-6-(oxan-4-yl)-8,14-dioxa-4,5,10,19,20-pentaazatetracyclo[13.5.2.12,5.018,21]tricosa-1(20),2(23),3,15,17,21-hexaen-9-one